27-methylnonacosyl docos-13-enoate C(CCCCCCCCCCCC=CCCCCCCCC)(=O)OCCCCCCCCCCCCCCCCCCCCCCCCCCC(CC)C